C(C)(C)(C)C1=CC=C(C=C1)C1(CC2C(CN(C2)CC(O)C2=CC(=CC=C2)F)C1)O rac-5-(4-tert-butylphenyl)-2-[2-(3-fluorophenyl)-2-hydroxyethyl]-octahydrocyclopenta[c]pyrrol-5-ol